ClC1=CC=C(C=C1)CCC1=CN=C(N1)[C@H]1N(C[C@@H](C1)O)C(=O)[C@H](C(C)(C)C)NC(C)=O N-[(1S)-1-[(2S,4R)-2-[5-[2-(4-chlorophenyl)ethyl]-1H-imidazol-2-yl]-4-hydroxy-pyrrolidine-1-carbonyl]-2,2-dimethyl-propyl]acetamide